NC1=C(C#N)C=CC(=C1)C(F)(F)F amino-4-trifluoromethylbenzonitrile